5-fluorobenzo[d]thiazol FC=1C=CC2=C(N=CS2)C1